C(C)(C)[Si](SC1=CC=C(C=C1)C1(COC1)NC(OCC1=CC=CC=C1)=O)(C(C)C)C(C)C 3-Benzyl (3-(4-((triisopropylsilyl)thio)phenyl)oxetan-3-yl)carbamate